C1(CC1)CN([C@@H]1CC[C@H](CC1)N(C(OC(C)(C)C)=O)C)C1=NC=C(C=C1)F trans-tert-Butyl N-[4-[cyclopropylmethyl-(5-fluoro-2-pyridyl)amino] cyclohexyl]-N-methyl-carbamate